C(=C)(C)C(=C)C(=CC)C(=C)C 2,3-diisopropenylpentadiene